C(C1=CC(C(=O)[O-])=CC(C(=O)[O-])=C1)(=O)[O-].[Na+].[Na+].[Na+] sodium trimesate